NC=1C(NC2=C(C=C(C=C2C1C1=C2C=NNC2=C(C=C1)Cl)Cl)C(C)C)=O 3-amino-6-chloro-4-(7-chloro-1H-indazol-4-yl)-8-propan-2-yl-1H-quinolin-2-one